8-(4-cyclobutyl-piperazin-1-yl)-9-cyclopropyl-6,6-dimethyl-11-oxo-6,11-dihydro-5H-benzo[b]carbazole-3-carbonitrile monohydrochloride salt Cl.C1(CCC1)N1CCN(CC1)C=1C(=CC2=C(C(C=3NC4=CC(=CC=C4C3C2=O)C#N)(C)C)C1)C1CC1